(2-((1S,4S)-2,5-diazabicyclo[2.2.1]hept-2-yl)-4-(4-cyanopyridin-3-yl)phenyl)-2-(2-fluoro-6-methoxyphenyl)pyrimidine-4-carboxamide [C@@H]12N(C[C@@H](NC1)C2)C2=C(C=CC(=C2)C=2C=NC=CC2C#N)C=2C(=NC(=NC2)C2=C(C=CC=C2OC)F)C(=O)N